cis,cis-1,1',1''-(1,3,5-cyclohexanetriyl)tris[2,2-dimethyl-1-propanone] C1(CC(CC(C1)C(C(C)(C)C)=O)C(C(C)(C)C)=O)C(C(C)(C)C)=O